4-bromo-1-(2-fluoroethyl)-1H-pyrazole BrC=1C=NN(C1)CCF